1-(3-fluorophenyl)-3-(piperidin-3-yl)imidazolin-2-one FC=1C=C(C=CC1)N1C(N(CC1)C1CNCCC1)=O